O1CCN(CC1)C1=CC=2N(C(=N1)OC1CCC(CC1)NC(=O)C1=NC=CC=N1)N=CN2 N-((1s,4s)-4-((7-morpholino-[1,2,4]triazolo[1,5-c]pyrimidin-5-yl)oxy)cyclohexyl)pyrimidine-2-carboxamide